(E)-3-(1H-indazol-6-yl)-N-((1R,2R)-2-methyl-2,3-dihydro-1H-inden-1-yl)acrylamide N1N=CC2=CC=C(C=C12)/C=C/C(=O)N[C@@H]1[C@@H](CC2=CC=CC=C12)C